COC=1C=CC(=C2C(=CC=NC12)C(F)(F)F)C 8-methoxy-5-methyl-4-(trifluoromethyl)quinoline